CC1=C(N=C(S1)N)C#C[Si](C)(C)C 5-methyl-4-(2-trimethylsilylethynyl)thiazol-2-amine